CCCC(CC(=O)C)C(=O)O 4-KETOVALPROIC ACID